FC=1C=C(C=NC1)CN1N=C(C=CC1=O)C=1C=NC(=NC1)OCC(C)(C)OC 2-((5-fluoropyridin-3-yl)methyl)-6-(2-(2-methoxy-2-methylpropoxy)pyrimidin-5-yl)pyridazine-3(2H)-one